N4-phenyl-N2-[(1R,3S)-3-(5,6,7,8-tetrahydro-[1,2,4]triazolo[4,3-a]pyridin-3-yl)cyclohexyl]-5-(trifluoromethyl)pyrimidine-2,4-diamine C1(=CC=CC=C1)NC1=NC(=NC=C1C(F)(F)F)N[C@H]1C[C@H](CCC1)C1=NN=C2N1CCCC2